4-Bromo-N-(2,2-dimethoxyethyl)-3-methoxybenzamide BrC1=C(C=C(C(=O)NCC(OC)OC)C=C1)OC